C(C=C)OCCC[Si](OC)(OC)OC 3-(allyloxy)propyltrimethoxysilane